FC1(CN(C[C@@H]1OC1=CC2=C(C=N1)C=NN2CC(F)(F)F)C2=CC(=NC(=N2)C(F)F)C=2C(NC(NC2)=O)=O)F (S)-6-(3,3-difluoro-4-((1-(2,2,2-trifluoroethyl)-1H-pyrazolo[4,3-c]pyridin-6-yl)oxy)pyrrolidin-1-yl)-2-(difluoromethyl)-[4,5'-bipyrimidine]-2',4'(1'H,3'H)-dione